(3S)-3-pyrazin-2-ylisoxazolidine HCl salt Cl.N1=C(C=NC=C1)[C@H]1NOCC1